COC1=CC2=C(N=C(O2)CSC=2NC(C3=C(N2)N(N=C3)C3CCOCC3)=O)C=C1 6-(((6-methoxybenzo[d]oxazol-2-yl)methyl)thio)-1-(tetrahydro-2H-pyran-4-yl)-1,5-dihydro-4H-pyrazolo[3,4-d]pyrimidin-4-one